(5-(3,5-difluorophenyl)-4,5-dihydro-1H-pyrazol-1-yl)(3-(fluoro(4-methoxyphenyl)-methyl)bicyclo[1.1.1]pentan-1-yl)methanone FC=1C=C(C=C(C1)F)C1CC=NN1C(=O)C12CC(C1)(C2)C(C2=CC=C(C=C2)OC)F